C1(CC1)C1=CC=C(C=C1)C=1C(=CC=C(C1)NS(=O)(=O)CCO)C(=O)NC1=CC(=CC=C1)N1CCC(CC1)(F)F 4'-cyclopropyl-N-(3-(4,4-difluoropiperidin-1-yl)phenyl)-5-((2-hydroxyethyl)sulfonamido)-[1,1'-biphenyl]-2-carboxamide